7-(7H-pyrrolo[2,3-d]pyrimidin-4-yl)-3,4,4a,5,6,8-hexahydro-1H-2,7-naphthyridine-2-carbaldehyde N1=CN=C(C2=C1NC=C2)N2CCC1CCN(CC1C2)C=O